OC1=CC=C(C=C1)C=1SC2=C(C1)C=CC=C2 2-(4-Hydroxyphenyl)benzothiophene